(S)-2-(1-(2,2-difluoroethyl)piperidin-4-yl)-5-(5-methyl-3,4,5,6-tetrahydropyridin-2-yl)benzo[d]thiazole FC(CN1CCC(CC1)C=1SC2=C(N1)C=C(C=C2)C2=NC[C@H](CC2)C)F